3-[4-[4-[(4-Aminocyclohexyl)methyl]piperazin-1-yl]-3-methyl-2-oxo-benzimidazol-1-yl]piperidine-2,6-dione NC1CCC(CC1)CN1CCN(CC1)C1=CC=CC=2N(C(N(C21)C)=O)C2C(NC(CC2)=O)=O